NCC(=O)N1[C@@H](CCC1)C(=O)N (S)-1-glycylpyrrolidine-2-carboxamide